COCCN(CCNC(=O)O[C@H]1[C@@H](N(C[C@H]1OC(=O)OC(C)(C)C)C(=O)OC(C)(C)C)CC1=CC=C(C=C1)OC)CCOC tert-butyl (2S,3S,4R)-3-[({2-[bis(2-methoxyethyl)amino]ethyl}carbamoyl)oxy]-4-[(tert-butoxycarbonyl)oxy]-2-[(4-methoxyphenyl)methyl]pyrrolidine-1-carboxylate